NC1=NC=CC(=N1)C=1C=C(OC2=C(C=C(C=C2)NC(=O)C=2C(N(C=C(C2)C2CC2)C2=CC=C(C=C2)F)=O)F)C=CC1O N-(4-(3-(2-aminopyrimidin-4-yl)-4-hydroxyphenoxy)-3-fluorophenyl)-5-cyclopropyl-1-(4-fluorophenyl)-2-oxo-1,2-dihydropyridine-3-carboxamide